C(C1=CC=CC=C1)C1=C(C)C=CC=C1 ortho-mono-benzyltoluene